6-Bromo-3-[1-[3,6-dimethyl-4-oxo-2-(3-pyridyl)chromen-8-yl]ethylamino]pyridine-2-carboxylic acid BrC1=CC=C(C(=N1)C(=O)O)NC(C)C=1C=C(C=C2C(C(=C(OC12)C=1C=NC=CC1)C)=O)C